FC(C1=NN(C(C=2N1C1=C(C2)SC=C1)=O)CC(=O)OC)F methyl 2-(5-(difluoromethyl)-8-oxothieno[2',3':4,5]pyrrolo[1,2-d][1,2,4]triazin-7(8H)-yl)acetate